3,6,9,12,15,18,21,24,27,30,33,36,39-tridecaoxahentetracontane-1,41-diamine C(COCCOCCOCCOCCOCCOCCOCCOCCOCCOCCOCCOCCOCCN)N